ClC1=NC=CC2=C(C=CC=C12)N 1-chloro-5-amino-isoquinoline